rac-1-methyl-N5-(5-oxaspiro[3.5]nonan-8-yl)-1H-benzo[d]imidazole-2,5-diamine CN1C(=NC2=C1C=CC(=C2)N[C@@H]2CCOC1(CCC1)C2)N |r|